CC(=O)[O-].CN1CCC[NH+]2C1=NCCC2 7-methyl-1,5,7-triazabicyclo[4.4.0]dec-5-enium acetate